C(C)(C)OC1=CC(=CC2=C1C(N1[C@@H](CO2)C[C@@H](C1)NC1=NC=C2CCC(NC2=C1)=O)=O)C (2S,11aR)-6-isopropoxy-8-methyl-2-((2-oxo-1,2,3,4-tetrahydro-1,6-naphthyridin-7-yl)amino)-2,3,11,11a-tetrahydro-1H,5H-benzo[f]pyrrolo[2,1-c][1,4]oxazepin-5-one